2,3-dihydroxypropan-1-yl heptadecanoate C(CCCCCCCCCCCCCCCC)(=O)OCC(CO)O